3-[2-(4-tert-butylphenyl)ethyl]-N5,N5,6-trimethyl-2-oxo-1-[3-(trifluoromethyl)-phenyl]-1,2-dihydropyridine-3,5-dicarboxamide C(C)(C)(C)C1=CC=C(C=C1)CCC1(C(N(C(=C(C1)C(=O)N(C)C)C)C1=CC(=CC=C1)C(F)(F)F)=O)C(=O)N